CC1=CC=C(C=C1)CN1C(CCC1=O)CC(=O)OCCOC1=CC=C(C=C1)Cl 2-(4-chlorophenoxy)ethyl 2-[1-[(4-methylphenyl)methyl]-5-oxopyrrolidin-2-yl]acetat